methyl 4-{[(4-{[6-(5-chloro-2-fluorophenyl)-3-[2-(dimethylamino)ethoxy] pyridazin-4-yl]amino}pyridin-2-yl)carbamoyl]methyl}-1-methylpiperazine-2-carboxylate ClC=1C=CC(=C(C1)C1=CC(=C(N=N1)OCCN(C)C)NC1=CC(=NC=C1)NC(=O)CN1CC(N(CC1)C)C(=O)OC)F